N1(C=NC=C1)C=1C=C(CN(C=2SC=C(N2)C(=O)OCC)CC2=CC(=CC=C2)OC)C=CC1 ethyl 2-((3-(1H-imidazol-1-yl)benzyl)(3-methoxybenzyl)amino)thiazole-4-carboxylate